ClC1=CC(=C(C=C1)NC(OCC)=O)C(N[C@H](C(C(=O)NC1CC1)=O)C[C@H]1C(NCC1)=O)=O ethyl N-[4-chloro-2-[[(1S)-3-(cyclopropylamino)-2,3-dioxo-1-[[(3S)-2-oxopyrrolidin-3-yl]methyl]propyl]carbamoyl]phenyl]carbamate